8-methyl-2-(pyridin-2-ylmethyl)-N-[(2S)-tetrahydro-furan-2-ylmethyl]-4,5-dihydro-2H-furo[2,3-g]indazole-7-carboxamide CC1=C(OC=2CCC3=CN(N=C3C21)CC2=NC=CC=C2)C(=O)NC[C@H]2OCCC2